3-Benzyl-6-methyl-2,5-piperazinedione C(C1=CC=CC=C1)C1C(NC(C(N1)=O)C)=O